4-Cyclopropyl-N-[(S)-(4,4-difluorocyclohexyl)-[7-[[(3R,5S)-2-oxo-5-(trifluoromethyl)pyrrolidin-3-yl]methyl]imidazo[1,2-b]pyridazin-2-yl]methyl]-1,2,5-oxadiazole-3-carboxamide C1(CC1)C=1C(=NON1)C(=O)N[C@H](C=1N=C2N(N=CC(=C2)C[C@H]2C(N[C@@H](C2)C(F)(F)F)=O)C1)C1CCC(CC1)(F)F